(2R,4R)-6-chloro-N-(3-{2-[(4-fluoro-1H-indazol-6-yl)oxy]acetamido}bicyclo[1.1.1]pentan-1-yl)-4-hydroxy-3,4-dihydro-2H-1-benzopyran-2-carboxamide ClC=1C=CC2=C([C@@H](C[C@@H](O2)C(=O)NC23CC(C2)(C3)NC(COC3=CC(=C2C=NNC2=C3)F)=O)O)C1